(3S,10R)-7-(4-acryloylpiperazin-1-yl)-10-(5-chloro-2,4-difluorophenyl)-3-((4-ethylpiperazin-1-yl)methyl)-9-(trifluoromethyl)-2,3-dihydro-5H-[1,4]thiazino[2,3,4-ij]quinazolin-5-one C(C=C)(=O)N1CCN(CC1)C1=NC(N2C3=C(C(=C(C=C13)C(F)(F)F)C1=C(C=C(C(=C1)Cl)F)F)SC[C@@H]2CN2CCN(CC2)CC)=O